The molecule is a 3beta-sterol that is androsta-5,16-dien-3beta-ol substituted at position 17 by a 3-pyridyl group. Administered as the O-acetate, it is used for treatment of metastatic castrate-resistant prostate cancer. It has a role as an antineoplastic agent and an EC 1.14.99.9 (steroid 17alpha-monooxygenase) inhibitor. It is a 3beta-sterol and a member of pyridines. It derives from a hydride of an androstane. C[C@]12CC[C@@H](CC1=CC[C@@H]3[C@@H]2CC[C@]4([C@H]3CC=C4C5=CN=CC=C5)C)O